(R)-7-(8-ethynyl-7-fluoronaphthalen-1-yl)-8-fluoro-N-methyl-N-(pyrrolidin-3-yl)-2-((tetrahydro-1H-pyrrolizin-7a(5H)-yl)methoxy)pyrido[4,3-d]pyrimidin-4-amine C(#C)C=1C(=CC=C2C=CC=C(C12)C1=C(C=2N=C(N=C(C2C=N1)N([C@H]1CNCC1)C)OCC12CCCN2CCC1)F)F